FC=1C=C2C(C(=CN(C2=NC1N1CC(C1)C1=CC(=NN1)O)C=1SC=CN1)C(=O)O)=O 6-fluoro-7-[3-(3-hydroxy-1H-pyrazol-5-yl)azetidin-1-yl]-4-oxo-1-(1,3-thiazol-2-yl)-1,4-dihydro-1,8-naphthyridine-3-carboxylic acid